FC1(CC1)C(=O)N[C@H](C(=O)N1[C@@H](C[C@H](C1)O)C(=O)NCC1=C(C=C(C=C1)C1=C(N=CS1)C)OCCCC1CCNCC1)C(C)(C)C (2S,4R)-1-((S)-2-(1-fluorocyclopropane-1-carboxamido)-3,3-dimethylbutanoyl)-4-hydroxy-N-(4-(4-methylthiazol-5-yl)-2-(3-(piperidin-4-yl)propoxy)benzyl)pyrrolidine-2-carboxamide